C(C(C)C)C1=C(C=C(C=C1)C)O 2-isobutyl-5-methylphenol